C(C)O[Si](CCCC1C(=O)OC(CC1)=O)(OCC)OCC 3-(triethoxysilyl)propyl-glutaric anhydride